Tert-Butyl (1-(5-bromo-4-cyano-6-(4-cyano-3-fluorophenyl)pyrid-2-yl)piperid-4-yl)carbamate BrC=1C(=CC(=NC1C1=CC(=C(C=C1)C#N)F)N1CCC(CC1)NC(OC(C)(C)C)=O)C#N